BrC=1N=C(N2C1C(=C(C=C2)Br)CO)C2=CC(=CC(=C2)F)F (1,7-dibromo-3-(3,5-difluorophenyl)imidazo[1,5-a]pyridin-8-yl)methanol